C(C1=CC=CC=C1)O[C@@H]1[C@H]([C@H](OC)O[C@@H]([C@H]1O)COCC1=CC=CC=C1)N1C(C=2C(C1=O)=CC=CC2)=O Methyl 3,6-di-O-benzyl-2-deoxy-2-phthalimido-β-D-glucopyranoside